ClC=1C=C(CO\N=C\C2=C(N=C3SC=CN32)C3=CC=C(C=C3)C)C=CC1Cl (E)-6-(p-tolyl)imidazo[2,1-b]thiazole-5-carbaldehyde O-(3,4-dichlorobenzyl) oxime